6-(2-(ethoxymethoxy)-4-ethynylphenyl)-5-methoxy-1,2,4-triazine C(C)OCOC1=C(C=CC(=C1)C#C)C1=C(N=CN=N1)OC